C(C)SC1=NC=C(C=N1)C1=CC=C(C=C1)[N+](=O)[O-] 2-(Ethylthio)-5-(4-nitrophenyl)pyrimidine